tetra-n-butylammonium hydrogencarbonate C(O)([O-])=O.C(CCC)[N+](CCCC)(CCCC)CCCC